Cl.C(C=C)[C@H]1NC[C@H]1N1CCN(CC1)C(=O)OCC1=CC=CC=C1 benzyl 4-((2R,3R)-2-allylazetidin-3-yl)piperazine-1-carboxylate hydrochloride